C(C)OC(=O)C1(N(C(=NN1C1=CC=CC=C1)C1=CC=C(C=C1)Cl)C1=CC=C(C=C1)C)C(F)(F)F 3-(4-chlorophenyl)-1-phenyl-4-(p-tolyl)-5-(trifluoromethyl)-4,5-dihydro-1H-1,2,4-triazole-5-carboxylic acid ethyl ester